COC(=O)C1CC(C1)O (1S,3S)-3-hydroxycyclobutanecarboxylic acid methyl ester